FC(C(=O)O)(F)F.CC1=CC=CC=2N1C(C(=C(N2)C(C)NC2=C1N=CNC1=NC=N2)C2=C(C=CC=C2)C)=O 6-Methyl-3-(2-methylphenyl)-2-[1-(9H-purin-6-ylamino)ethyl]-4H-pyrido[1,2-a]pyrimidin-4-one Trifluoroacetic Acid Salt